tetrakislactic acid titanium (IV) [Ti+4].C(C(O)C)(=O)O.C(C(O)C)(=O)O.C(C(O)C)(=O)O.C(C(O)C)(=O)O